COC1=CC(C2=CC=C(C=C12)OC)=O 3,5-dimethoxy-1-indenone